OCC1CCN(CC1)C1=NC=CC(=C1)C1=CC(=NC=C1)NC(\C=C\C=1C=C(C=CC1)C)=O (E)-N-(2'-(4-(hydroxymethyl)piperidin-1-yl)-[4,4'-bipyridin]-2-yl)-3-(m-tolyl)acrylamide